[SiH3]CCC[SiH2]C 1,5-disilahexane